ClC1=CC=C2C(=CNC2=C1)S(=O)(=O)NC1=NC(=C(C(=N1)OC)CC(C)(F)F)OC 6-chloro-N-[5-(2,2-difluoropropyl)-4,6-dimethoxy-pyrimidin-2-yl]-1H-indole-3-sulfonamide